BrC1=C(C(=C(N)C(=C1)F)F)F 4-bromo-2,3,6-trifluoroaniline